4-[1-(2,6-dioxo-3-piperidinyl)-5-fluoro-indolin-4-yl]piperidine-1-carboxylic acid tert-butyl ester C(C)(C)(C)OC(=O)N1CCC(CC1)C1=C2CCN(C2=CC=C1F)C1C(NC(CC1)=O)=O